ClC1=CC=C(C=C1)/C=C/C(=O)C1=C(C2=C(NC1=O)SC=C2)C (E)-5-(3-(4-chlorophenyl)acryloyl)-4-methylthieno[2,3-b]pyridin-6(7H)-one